1-cyclohexylundec-2-yn-1-one C1(CCCCC1)C(C#CCCCCCCCC)=O